N1=C(C=CC=C1)CNCC1=CC=C(C=C1)CNC1CCCC=2C=CC=NC12 N'-(2-pyridinylmethyl)-N-(5,6,7,8-tetrahydro-8-quinolinyl)-1,4-benzenedimethanamine